4-(4-(2-(trifluoromethyl)phenoxy)piperidin-1-yl)benzohydrazide Methyl-4-(4-(2-(trifluoromethyl)phenoxy)piperidin-1-yl)benzoate COC(C1=CC=C(C=C1)N1CCC(CC1)OC1=C(C=CC=C1)C(F)(F)F)=O.FC(C1=C(OC2CCN(CC2)C2=CC=C(C(=O)NN)C=C2)C=CC=C1)(F)F